[Al].[Au] gold-aluminium